BrC(C)C1=CC(=CC=C1)OC(F)(F)F 1-(1-bromoethyl)-3-(trifluoromethoxy)benzene